4-(4-chlorophenyl)-2-(1-methyl-1H-pyrazol-4-yl)-5-(pyridin-4-yl)-1H-imidazole ClC1=CC=C(C=C1)C=1N=C(NC1C1=CC=NC=C1)C=1C=NN(C1)C